(S)-3'-(hydroxymethyl)-4'-(3-(5-(trifluoromethyl)pyridin-2-yloxy)pyrrolidin-1-yl)biphenyl-4-carbonitrile OCC=1C=C(C=CC1N1C[C@H](CC1)OC1=NC=C(C=C1)C(F)(F)F)C1=CC=C(C=C1)C#N